ornithine sulfate monohydrate O.S(=O)(=O)(O)O.N[C@@H](CCCN)C(=O)O